F[B-](F)(F)F.[Pd+2].C(C)#N.F[B-](F)(F)F (acetonitrile) palladium tetrafluoroborate